BrC=1C=CC(=C(C1)N1[C@@H]2CN([C@H](C1)C2)C(=O)OC(C)(C)C)[N+](=O)[O-] tert-butyl (1S,4S)-5-(5-bromo-2-nitrophenyl)-2,5-diazabicyclo[2.2.1]heptane-2-carboxylate